γ-glycidoxypropylethyldimethoxySilane Tert-butyl-4-(4-((5-azido-7-(butylamino)-2H-pyrazolo[4,3-d]pyrimidin-2-yl)methyl)-3-methoxyphenyl)-3,6-dihydropyridine-1(2H)-carboxylate C(C)(C)(C)OC(=O)N1CCC(=CC1)C1=CC(=C(C=C1)CN1N=C2C(N=C(N=C2NCCCC)N=[N+]=[N-])=C1)OC.C(C1CO1)OCCC[Si](OC)(OC)CC